C(C)(=O)C=1C(N(C=CC1)C=1C=NC(=CC1)N[C@@H]1C[C@H](CC1)NC1=NC=C(C=N1)OC(F)F)=O 3-acetyl-1-(6-{[(1S,3S)-3-[(5-(difluoromethoxy)pyrimidin-2-yl)amino]cyclopentyl]amino}pyridin-3-yl)-1,2-dihydropyridin-2-one